FC=1C(=NC=CC1C1=CC=2C=NC(=CC2N1)NC(=O)C=1C=NN(C1)C)C N-(2-(3-fluoro-2-methylpyridin-4-yl)-1H-pyrrolo[3,2-c]pyridin-6-yl)-1-methyl-1H-pyrazole-4-carboxamide